[Si](C)(C)(C(C)(C)C)OCC#CC1CN=C2N1C1=CC=C(C=C1C(N2CC=2C=NN(C2)C)=O)S(=O)(=O)NC2(CC2)C 1-{3-[(tert-butyldimethylsilyl)oxy]prop-1-yn-1-yl}-N-(1-methylcyclopropyl)-4-[(1-methylpyrazol-4-yl)methyl]-5-oxo-1H,2H-imidazo[1,2-a]quinazoline-7-sulfonamide